(5S,6R)-5-hydroxy-6-((R)-5H-imidazo[5,1-a]isoindol-5-yl)-5,6,7,8-tetrahydronaphthalene-2-carboxamide O[C@@H]1C=2C=CC(=CC2CC[C@@H]1[C@H]1N2C(C3=CC=CC=C13)=CN=C2)C(=O)N